ClC=1C=C(C=C(C1)Cl)C=1C(=CC=C2C(=C(C=NC12)N)CC)F 8-(3,5-dichlorophenyl)-4-ethyl-7-fluoroquinolin-3-amine